C(#N)CC1[C@](C2=CC=C3[C@]4(CC[C@]5(CC[C@](C[C@H]5[C@@]4(CC[C@]3(C2=CC1=O)C)C)(C(=O)O)C)C)C)(C)OC (2R,4aS,6aS,9S,10E,12bR,14aS,14bR)-10-(cyanomethyl)-9-methoxy-2,4a,6a,9,12b,14a-hexamethyl-11-oxo-1,2,3,4,4a,5,6,6a,9,10,11,12b,13,14,14a,14b-hexadecahydropicene-2-carboxylic acid